N1C=C(C2=CC=CC=C12)CCNC(C1=C(C=CC=C1NC1=CC(=C(C(=C1)OC)OC)OC)Cl)=O N-(2-(1H-indol-3-yl)ethyl)-2-chloro-6-((3,4,5-trimethoxyphenyl)amino)benzamide